2-propenoic acid, 2-[methyl[(pentadecafluoroheptyl)sulfonyl]amino]ethyl ester C(C=C)(=O)OCCN(S(=O)(=O)C(C(C(C(C(C(C(F)(F)F)(F)F)(F)F)(F)F)(F)F)(F)F)(F)F)C